(1aS,5aS)-2-(4-Chloro-pyridin-2-yl)-1a,2,5,5a-tetrahydro-1H-2,3-diaza-cyclopropa[a]pentalene-4-carboxylic acid N'-(1,1-dioxo-tetrahydro-1λ6-thiophen-3-yl)-hydrazide O=S1(CC(CC1)NNC(=O)C=1C=2C[C@H]3[C@@H](C2N(N1)C1=NC=CC(=C1)Cl)C3)=O